OC1=C(C(N(C(=C1C)C)C)=O)C(=O)O 4-hydroxy-1,5,6-trimethyl-2-oxo-1,2-dihydropyridine-3-carboxylic acid